C(N)(=O)C1=CC=C(C=C1)C1=CC=2C(=NC=CC2S1)N(C(C1=C(C=C(C=C1)C=1C=NN2C1CCCC2)F)=O)[C@H]2CNCCC2 N-[2-(4-carbamoylphenyl)thieno[3,2-c]pyridin-4-yl]-2-fluoro-N-[(3R)-3-piperidyl]-4-(4,5,6,7-tetrahydropyrazolo[1,5-a]pyridin-3-yl)benzamide